4-bromo-1,2,3,6-tetrahydropyridazine-3,6-dione BrC=1C(NNC(C1)=O)=O